N-(pyridin-2-ylmethyl)-5-{4-[4-({[3-(trifluoromethoxy)phenyl]methyl}carbamoyl)-1H-1,2,3-triazol-1-yl]butyl}-1,3,4-thiadiazole-2-carboxamide N1=C(C=CC=C1)CNC(=O)C=1SC(=NN1)CCCCN1N=NC(=C1)C(NCC1=CC(=CC=C1)OC(F)(F)F)=O